OC1C(N(CC1)C(=O)OCC1=CC=CC=C1)(C(=O)OCC)C O1-benzyl O2-ethyl 3-hydroxy-2-methyl-pyrrolidine-1,2-dicarboxylate